CN(C(=O)C12CC(C1)(C2)C(=O)NC=2C=NNC2)C2CCNCC2 N1-methyl-N1-(piperidin-4-yl)-N3-(1H-pyrazol-4-yl)-bicyclo[1.1.1]pentane-1,3-dicarboxamide